C1(CC1)C1=NC(=CC(=C1)C1=C(C=C(C#N)C=C1)C1=NN=CN1C)N1C(C2=CC(=C(C=C2C1)F)CNCCOC)=O 4-(2-Cyclopropyl-6-(5-fluoro-6-(((2-methoxyethyl)amino)methyl)-1-oxoisoindolin-2-yl)pyridin-4-yl)-3-(4-methyl-4H-1,2,4-triazol-3-yl)benzonitrile